[N+](=O)([O-])C1=C(OC2=CC=C(/C=C/C=3C=NC4=CC=CC=C4C3)C=C2)C=CC(=C1)[N+](=O)[O-] (E)-3-(4-(2,4-dinitrophenoxy)styryl)quinoline